FC=1C(=C2C(=NC(=NN2C1)NC1CCC(CC1)(C)O)OC)C=1C=NC=2N(C1)C(=CN2)C(=O)NC 6-(6-fluoro-2-(((1s,4s)-4-hydroxy-4-methylcyclohexyl)amino)-4-methoxypyrrolo[2,1-f][1,2,4]triazin-5-yl)-N-methylimidazo[1,2-a]pyrimidine-3-carboxamide